2-[3-(6-bromo-2-methyl-3-pyridyl)-4-methyl-2-oxo-benzimidazol-1-yl]acetic acid BrC1=CC=C(C(=N1)C)N1C(N(C2=C1C(=CC=C2)C)CC(=O)O)=O